C(C)(=O)NC(C(=O)O)=C 2-(acetamido)acrylic acid